(R)-N-((1r,4R)-4-(5-((cyclopropylmethyl)thio)pyrazin-2-yl)-1',3'-dihydrospiro[cyclohexane-1,2'-inden]-1'-yl)-2-methylpropane-2-sulfinamide C1(CC1)CSC=1N=CC(=NC1)C1CCC2(C(C3=CC=CC=C3C2)N[S@](=O)C(C)(C)C)CC1